5-(3,3-difluoropiperidin-1-yl)pentanamide methyl-2-(3-oxobutyl)-2H-1,2,3-triazole-4-carboxylate COC(=O)C1=NN(N=C1)CCC(C)=O.FC1(CN(CCC1)CCCCC(=O)N)F